C(C1=CC=CC=C1)N(C=1C(=C(C2=CC=CC=C2C1)CN)F)CC1=CC=CC=C1 3-dibenzylamino-2-fluoronaphthalenemethylamine